N-formylhydrazine C(=O)NN